FC(OC1=NNC(=C1)NC1=CN=CC(=N1)OC1C(CN(CC1)C(=O)OC(C)(C)C)C(F)(F)F)F tert-butyl 4-((6-((3-(difluoromethoxy)-1H-pyrazol-5-yl)amino)pyrazin-2-yl)oxy)-3-(trifluoromethyl)piperidine-1-carboxylate